N-[4-[5-(3,5-dichlorophenyl)-5-trifluoromethyl-4,5-dihydroisoxazol-3-yl]-2-methylbenzoyl]glycine ClC=1C=C(C=C(C1)Cl)C1(CC(=NO1)C1=CC(=C(C(=O)NCC(=O)O)C=C1)C)C(F)(F)F